6-methyl-3-(1,2,4-triazol-1-yl)pyridine-2-carbonitrile CC1=CC=C(C(=N1)C#N)N1N=CN=C1